C(C)C1(C(=CC(C1)=O)C1=NC2=C(N1)C=C(C=C2)C)CC 4,4-diethyl-3-(6-methyl-1H-benzo[d]imidazol-2-yl)cyclopent-2-en-1-one